C1(CC1)C1=C(C=C(C(=C1)CN1CCC2(CN(C(O2)=O)C2=CC=C(C=C2)CS(=O)(=O)O)CC1)OCC)C1=CC=C(C=C1)F (4-(8-((2-cyclopropyl-5-ethoxy-4'-fluoro-[1,1'-biphenyl]-4-yl)methyl)-2-oxo-1-oxa-3,8-diazaspiro[4.5]decan-3-yl)phenyl)methane-sulfonic acid